C(C)(C)(C)NC=1C2=C(N=C(N1)C=1C(=NNC1)C(F)(F)F)C=NC=C2 N-tert-butyl-2-[3-(trifluoromethyl)-1H-pyrazol-4-yl]pyrido[3,4-d]pyrimidin-4-amine